BrC=1C=C2C(=NC1)C1=C(N2C(C2CCOCC2)C2=CC=CC=C2)C(=NN1C)CN1CCN(CC1)C 6-bromo-1-methyl-3-((4-methylpiperazin-1-yl)methyl)-4-(phenyl-(tetrahydro-2H-pyran-4-yl)methyl)-1,4-dihydropyrazolo[3',4':4,5]pyrrolo[3,2-b]pyridine